6-(2,4-di-tert-butoxypyrimidin-5-yl)-8-(neopentyloxy)imidazo[1,2-b]pyridazine C(C)(C)(C)OC1=NC=C(C(=N1)OC(C)(C)C)C=1C=C(C=2N(N1)C=CN2)OCC(C)(C)C